3-isopropyl-1-methyl-6-nitro-1H-imidazo[4,5-b]pyridin-2(3H)-one C(C)(C)N1C(N(C=2C1=NC=C(C2)[N+](=O)[O-])C)=O